FC1=C2CC(CC2=CC(=C1)OC1CN(C1)S(=O)(=O)C)CNCCC1CN(C(O1)=O)C1=NC2=C(OC=CN2)N=C1 6-[5-[2-[[4-fluoro-6-(1-methylsulfonylazetidin-3-yl)oxy-2,3-dihydro-1H-inden-2-yl]methylamino]ethyl]-2-oxo-1,3-oxazolidin-3-yl]-4H-pyrazino[2,3-b][1,4]oxazin